CNC=1N=CC(=C2C=C(N=CC12)NC(=O)C1CC1)C=1OC2=C(N1)C=C(C=C2)CS(=O)(=O)C N-(8-(methylamino)-5-(5-((methylsulfonyl)methyl)benzo[d]oxazol-2-yl)-2,7-naphthyridin-3-yl)cyclopropanecarboxamide